(S)-2-amino-N-(4-(3,6-dihydro-2H-pyran-4-yl)phenyl)-3,3-diphenylpropaneAmide hydrochloride Cl.N[C@H](C(=O)NC1=CC=C(C=C1)C=1CCOCC1)C(C1=CC=CC=C1)C1=CC=CC=C1